2-[2-[[4-[5-(difluoromethyl)-1,3,4-oxadiazol-2-yl]-2,5-difluorophenyl]methyl]tetrazol-5-yl]pyrimidin-5-amine FC(C1=NN=C(O1)C1=CC(=C(C=C1F)CN1N=C(N=N1)C1=NC=C(C=N1)N)F)F